γ-aminopropyltrisilane NCCC[SiH2][SiH2][SiH3]